(R)-2-((2-Amino-4-chloro-5-(methoxycarbonyl)-3-((triisopropylsilyl)ethynyl)phenoxy)methyl)pyrrolidine NC1=C(OC[C@@H]2NCCC2)C=C(C(=C1C#C[Si](C(C)C)(C(C)C)C(C)C)Cl)C(=O)OC